N(=[N+]=[N-])CC1=C(C(=CC=C1)C1=CC=CC=C1)C#N azidomethyl-[1,1'-biphenyl]-2-carbonitrile